ON=C(N)C1=CC=C2C=CN=CC2=C1 N'-hydroxyisoquinoline-7-carboxamidine